(E)-1-((1S,6R)-3,6-dimethylcyclohex-3-en-1-yl)-2-methylpent-1-en-3-one CC=1C[C@@H]([C@@H](CC1)C)\C=C(\C(CC)=O)/C